2-(3,4-dichlorophenyl)-N-[2-hydroxy-2-pyridazin-3-yl-ethyl]-N-propyl-acetamide ClC=1C=C(C=CC1Cl)CC(=O)N(CCC)CC(C=1N=NC=CC1)O